(2-methoxyethyl)piperidine COCCN1CCCCC1